3-(3-bromophenyl)-5-methyl-4-(methylthio)-1-toluenesulfonyl-2,3-dihydro-1H-pyrrol-3-ol BrC=1C=C(C=CC1)C1(CN(C(=C1SC)C)S(=O)(=O)CC1=CC=CC=C1)O